5-[3-{[(1R)-7-azaspiro[3.5]nonan-1-yl]amino}-4-(trifluoromethyl)phenyl]-1,3,4-oxadiazol-2(3H)-one [C@H]1(CCC12CCNCC2)NC=2C=C(C=CC2C(F)(F)F)C2=NNC(O2)=O